(R)-2-(3-(1-(fluoro(4-methyl-4H-1,2,4-triazol-3-yl)methyl)cyclopropyl)phenyl)-6-((3-hydroxy-3-methylazetidin-1-yl)methyl)-4-(trifluoromethyl)isoindolin-1-one F[C@H](C1(CC1)C=1C=C(C=CC1)N1C(C2=CC(=CC(=C2C1)C(F)(F)F)CN1CC(C1)(C)O)=O)C1=NN=CN1C